2-fluoro-4-(trifluoromethyl)-N-((1-(1-((2-(trimethylsilyl)ethoxy)methyl)-1H-imidazol-4-yl)ethyl)carbamoyl)benzamide FC1=C(C(=O)NC(NC(C)C=2N=CN(C2)COCC[Si](C)(C)C)=O)C=CC(=C1)C(F)(F)F